2'-{[5-chloro-2-({2-methoxy-4-[4-(4-methylpiperazin-1-yl)piperidin-1-yl]phenyl}amino)pyrimidin-4-yl]amino}-2-[(4-methoxyphenyl)methoxy]-[1,1'-biphenyl]-3-carbaldehyde ClC=1C(=NC(=NC1)NC1=C(C=C(C=C1)N1CCC(CC1)N1CCN(CC1)C)OC)NC1=C(C=CC=C1)C1=C(C(=CC=C1)C=O)OCC1=CC=C(C=C1)OC